NC=1C=C(C=CC1N)C(=O)O 3,4-diaminobenzeneFormic acid